(S)-4-bromo-3,5-difluoro-N-(8-fluoro-6-oxo-1,4,5,6-tetrahydro-2H-pyrano[3,4-c]isoquinolin-1-yl)-N-methylbenzamide BrC1=C(C=C(C(=O)N(C)[C@@H]2COCC=3NC(C=4C=C(C=CC4C32)F)=O)C=C1F)F